ClC1=CC(=NN1CCC1CCN(CC1)C)C(=O)[O-].[Li+] lithium 5-chloro-1-(2-(1-methylpiperidin-4-yl) ethyl)-1H-pyrazole-3-carboxylate